4-(4-Methylpiperazine-1-carbonyl)benzoic acid [(2R)-3-(1-ethyl-8-oxo-spiro[6,7-dihydro-4H-pyrazolo[3,4-c]azepin-5,4'-tetrahydropyran]-3-yl)-2-methyl-propyl] ester C(C)N1N=C(C2=C1C(NCC1(CCOCC1)C2)=O)C[C@H](COC(C2=CC=C(C=C2)C(=O)N2CCN(CC2)C)=O)C